4-(6,8-difluoro-2-(((2R,7aS)-2-fluorotetrahydro-1H-pyrrolizin-7a(5H)-yl)methoxy)-4-(1,6-dioxa-9-azaspiro[3.6]decan-9-yl)quinazolin-7-yl)-5-ethyl-6-fluoronaphthalen-2-ol FC=1C=C2C(=NC(=NC2=C(C1C1=CC(=CC2=CC=C(C(=C12)CC)F)O)F)OC[C@]12CCCN2C[C@@H](C1)F)N1CCOCC2(CCO2)C1